ClC=1N=CC2=CC(=NC=C2C1)C1=C(C(=CC(=C1C)OC)OC)Cl 3-chloro-7-(2-chloro-3,5-dimethoxy-6-methylphenyl)-2,6-naphthyridine